C(#N)C1=C(C=CC=C1NC=1C=C2C(N(C=NC2=CC1)CCCC1=CC=CC=C1)=O)NS(=O)(=O)N1C[C@@H](CC1)F (3R)-N-[2-cyano-3-[[4-oxo-3-(3-phenylpropyl)quinazolin-6-yl]amino]phenyl]-3-fluoro-pyrrolidine-1-sulfonamide